CC1(CC2C(C(OC2=O)=O)C2=CC=CC=C12)C1C(OC(C1)O)O 1,3,3a,4,5,9b-hexahydro-5-methyl-5-(tetrahydro-2,5-bisoxyl-3-furanyl)-naphtho[1,2-c]-furan-1,3-dione